(3R,4R)-4-methoxy-N-((2',3,6'-trifluoro-[1,1'-biphenyl]-4-yl)methyl)tetrahydro-2H-pyran-3-amine hydrochloride Cl.CO[C@H]1[C@@H](COCC1)NCC1=C(C=C(C=C1)C1=C(C=CC=C1F)F)F